CC1=C(C(=O)N)C=CC(=C1)NCC#C methyl-4-(prop-2-ynylamino)benzamide